7-ethyl-7H-pyrrolo[2,3-c]Pyridazine-3-carboxylic acid C(C)N1C=CC2=C1N=NC(=C2)C(=O)O